C(#N)CN1N=C2C(N(C(C=C2N2C[C@H](N(C[C@@H]2CC)C(C)C2=C(C=C(C=C2)C(C#N)(C)C)F)CC)=O)C)=C1 (4-(1-((2R,5S)-4-(2-(cyanomethyl)-4-methyl-5-oxo-4,5-dihydro-2H-pyrazolo[4,3-b]pyridin-7-yl)-2,5-diethylpiperazin-1-yl)ethyl)-3-fluorophenyl)-2-methylpropanenitrile